C(#N)C1=CC(=C(C=C1)C1=CN=C(S1)NC(=O)C1CCN(CC1)C)OC N-(5-(4-cyano-2-methoxyphenyl)thiazol-2-yl)-1-methylpiperidine-4-carboxamide